FC=1C=CC(=C(C[C@H]2N(CCCCC2)C2=NC(=CC(N2)=O)N2CCOCC2)C1)OC (S)-2-(2-(5-fluoro-2-methoxybenzyl)azepan-1-yl)-6-morpholinopyrimidin-4(3H)-one